O1C(=CC=C1)C[C@H](N)C(=O)O 3-(2-furyl)-alanine